(Z)-3-ethoxy-4-(hept-4-en-2-yloxy)benzaldehyde C(C)OC=1C=C(C=O)C=CC1OC(C)C\C=C/CC